C(C1=CC=CC=C1)OC1=NC=NC(=C1)Cl 4-(benzyloxy)-6-chloropyrimidine